methyl 2-[4-(1-methyl-2-oxo-3H-imidazo[4,5-c]pyridin-6-yl)phenyl]acetate CN1C(NC=2C=NC(=CC21)C2=CC=C(C=C2)CC(=O)OC)=O